pyrenylphenylboronic acid C1(=CC=C2C=CC3=CC=CC4=CC=C1C2=C34)C3=C(C=CC=C3)B(O)O